(S)-7-(2,2-dimethyltetrahydro-2H-pyran-4-yl)-3-(1-(5-oxo-4,5-dihydro-1,2,4-oxadiazol-3-yl)cyclopropyl)indolizine-2-carboxylic acid CC1(OCC[C@@H](C1)C=1C=CN2C(=C(C=C2C1)C(=O)O)C1(CC1)C1=NOC(N1)=O)C